tert-butyl (2R,3S)-2-((((1R,3S)-3-(3-hydroxyphenyl)cyclopentyl)oxy)methyl)-3-(methylsulfonamido)piperidine-1-carboxylate OC=1C=C(C=CC1)[C@@H]1C[C@@H](CC1)OC[C@@H]1N(CCC[C@@H]1NS(=O)(=O)C)C(=O)OC(C)(C)C